1'-benzyl-1,1,5-trimethyl-spiro[isobenzofuran-3,4'-piperidine] C(C1=CC=CC=C1)N1CCC2(CC1)OC(C1=CC=C(C=C12)C)(C)C